methyl 5-chloro-6-methyl-2-oxo-1-(2-oxoethyl)-1,2-dihydropyridine-3-carboxylate ClC=1C=C(C(N(C1C)CC=O)=O)C(=O)OC